FC1=CC(=CC2=C1N=C(S2)NC=2SC1=C(N2)C(=CC=C1)OC)F 4,6-difluoro-N-(4-methoxybenzo[d]thiazol-2-yl)benzo[d]thiazol-2-amine